2-[(7aR)-5-chloro-2-methyl-2,7,7a,8,9,10,11,13-octahydropyrazino[2',1':3,4][1,4]oxazepino[7,6-g]indazol-4-yl]-3-fluorophenol ClC1=C(C2=CN(N=C2C2=C1OC[C@@H]1N(C2)CCNC1)C)C1=C(C=CC=C1F)O